[Si](C)(C)(C(C)(C)C)OC=1C(=C(C=CC1)C=1N=C(C=2N(C1)C(/C(/N2)=C/C=2OC=CC2)=O)CC2=C(C=CC=C2F)F)F (Z)-6-(3-((tert-butyldimethylsilyl)oxy)-2-fluorophenyl)-8-(2,6-difluorobenzyl)-2-(furan-2-ylmethylene)imidazo[1,2-a]Pyrazin-3(2H)-one